N(=[N+]=[N-])C1=CC(=NC(=C1)C)C 4-azido-2,6-dimethylpyridine